[Li].FC(C(C(C(F)(F)F)(F)F)(F)F)(S(=O)(=O)O)F perfluoro-1-butanesulfonic acid lithium